tert-butyl ((6-(5-(2-cyano-3-cyclopropoxy-5-(trifluoromethyl)phenyl)-1-methyl-1H-pyrazol-4-yl)-1-oxo-1,2-dihydroisoquinolin-4-yl)methyl)carbamate C(#N)C1=C(C=C(C=C1OC1CC1)C(F)(F)F)C1=C(C=NN1C)C=1C=C2C(=CNC(C2=CC1)=O)CNC(OC(C)(C)C)=O